C(#N)C1(CC1)NC(=O)[C@H]1N(C[C@@H](C1)S(=O)(=O)C1=C(C=C(C=C1)F)C)C(=O)C1(CC1)C(F)(F)F (2S,4R)-N-(1-Cyanocyclopropyl)-4-(4-fluoro-2-Methylphenylsulfonyl)-1-(1-(trifluoromethyl)cyclopropanecarbonyl)pyrrolidine-2-carboxamide